C1(CCC1)[S@@](=O)C1=C(C=2C(=NC(=CC2C2CC3(COC3)C2)C2=CC=3C(N=C2)=NN(C3)C)S1)N (R)-2-(cyclobutylsulfinyl)-6-(2-methyl-2H-pyrazolo[3,4-b]pyridin-5-yl)-4-(2-oxaspiro[3.3]heptan-6-yl)thieno[2,3-b]pyridin-3-amine